(2R,3S,5R)-5-(6-amino-2-fluoro-9H-purin-9-yl)-2-ethynyl-2-[(pentanoyloxy) methyl]oxolan-3-yl undecanoate C(CCCCCCCCCC)(=O)O[C@@H]1[C@](O[C@H](C1)N1C2=NC(=NC(=C2N=C1)N)F)(COC(CCCC)=O)C#C